tert-butyl 4-[4-(4-bromo-2-pyridyl)piperazine-1-carbonyl]piperidine-1-carboxylate BrC1=CC(=NC=C1)N1CCN(CC1)C(=O)C1CCN(CC1)C(=O)OC(C)(C)C